[Si](C)(C)(C(C)(C)C)OC1=C(C=O)C=C(C=C1OC)OC ((tert-butyldimethylsilyl)oxy)-3,5-dimethoxybenzaldehyde